FC(OC=1C=C(C=C2C(=NNC12)C1=C(C(=O)N)C=CC(=C1)F)C=C)F (7-(difluoromethoxy)-5-vinyl-1H-indazol-3-yl)-4-fluorobenzamide